FC1=C(C(=O)NC2=CC(=CC=C2)[S@@](=O)N(C([C@H](C)O)=O)C)C(=CC=C1C(F)(F)F)OC=1C(=NC(=CC1)F)C 2-fluoro-6-((6-fluoro-2-methylpyridin-3-yl)oxy)-N-(3-((R)-N-((S)-2-hydroxypropionyl)-S-methylaminosulfinyl)phenyl)-3-(trifluoromethyl)benzamide